N1CCC12CCCCC2 Azaspiro[3.5]nonane